ClC=1C=C(C=CC1C(NC1[C@H]2CN(C[C@@H]12)C(=O)C1CCNCC1)=O)NC(=O)C=1N(C(=CN1)C=1C(=NN(C1)C1=NC=CC=N1)C(F)(F)F)C N-[3-chloro-4-[[(1s,5r)-3-(piperidine-4-carbonyl)-3-azabicyclo[3.1.0]hex-6-yl]carbamoyl]phenyl]-1-methyl-5-[1-pyrimidin-2-yl-3-(trifluoromethyl)pyrazol-4-yl]imidazole-2-carboxamide